3-(DIMETHOXYMETHYL)-4-NITROPHENYLBORONIC ACID COC(C=1C=C(C=CC1[N+](=O)[O-])B(O)O)OC